[I-].FCCCCCCCC[NH3+] fluorooctyl-ammonium iodide